BrC=1C(=C(C=CC1)NC(=O)C1=NN2C([C@H](CCC2)NCCO)=C1)C (4S)-N-(3-bromo-2-methyl-phenyl)-4-(2-hydroxyethylamino)-4,5,6,7-tetrahydropyrazolo[1,5-a]pyridine-2-carboxamide